7-(5-chloro-1-(difluoromethyl)-1H-pyrazol-4-yl)-1,3-bis((2-(trimethylsilyl)ethoxy)methyl)-1,3-dihydro-2H-imidazo[4,5-b]quinolin-2-one ClC1=C(C=NN1C(F)F)C1=CC=2C=C3C(=NC2C=C1)N(C(N3COCC[Si](C)(C)C)=O)COCC[Si](C)(C)C